(4-(tert-butyl)phenyl)azetidine 4-methylbenzenesulfonate CC1=CC=C(C=C1)S(=O)(=O)O.C(C)(C)(C)C1=CC=C(C=C1)N1CCC1